COCOC1=C(C=CC(=C1)C1=CC=2C(C=N1)=NN(C2)C)C2=CC=C(N=N2)C2CN(C2)C(=O)OC(C)(C)C tert-butyl 3-(6-(2-(methoxymethoxy)-4-(2-methyl-2H-pyrazolo[3,4-c]pyridin-5-yl)phenyl)pyridazin-3-yl)azetidine-1-carboxylate